1'-(6-(trifluoromethyl)pyridin-3-yl)-3-azaspiro[bicyclo[3.1.1]heptane-6,3'-pyrrolidin]-5'-one hydrochloride Cl.FC(C1=CC=C(C=N1)N1CC2(CC1=O)C1CNCC2C1)(F)F